CN1C(=NN(C1=O)C=1C(=C(C(=O)N)C=CC1)O[C@@H](C)CC(C)C)C(C)C 4-methyl-5-oxo-3-(propan-2-yl)-4,5-dihydro-1H-1,2,4-triazol-1-yl-2-{[(2S)-4-methylpentan-2-yl]oxy}benzamide